O=S1(CCOCC1)=NC(CC=1N=C2N(C=C(C=C2)C2=NOC(=N2)C(F)(F)F)C1)=O N-(4-oxido-1,4λ6-oxathian-4-ylidene)-2-(6-(5-(trifluoromethyl)-1,2,4-oxadiazol-3-yl)imidazo[1,2-a]pyridin-2-yl)acetamide